C(C)(C)(C)OC(=O)N(CCCC/C=C/C(=O)OC)C(=O)OC(C)(C)C methyl (E)-7-[bis(tert-butoxycarbonyl)amino]hept-2-enoate